2-((5-bromo-2-chloropyridin-3-yl)oxy)-1-(4-cyclopropylphenyl)ethan-1-ol BrC=1C=C(C(=NC1)Cl)OCC(O)C1=CC=C(C=C1)C1CC1